BrCC1=C(C(=O)OCC)C=CC(=N1)Cl ethyl 2-(bromomethyl)-6-chloronicotinate